5-bromo-3-((3-((2-(trimethylsilyl)ethoxy)methyl)-3H-imidazo[4,5-b]pyridin-7-yl)methoxy)pyrazin-2-amine BrC=1N=C(C(=NC1)N)OCC1=C2C(=NC=C1)N(C=N2)COCC[Si](C)(C)C